4-((1H-pyrazol-1-yl)methyl)-2-nitrobenzol N1(N=CC=C1)CC1=CC(=CC=C1)[N+](=O)[O-]